N-(4-ketophenyl)-6,7-bis(2-methoxyethoxy)-4-quinolinamine O=C1CC=C(C=C1)NC1=CC=NC2=CC(=C(C=C12)OCCOC)OCCOC